5-nitrotetrazole copper salt [Cu].[N+](=O)([O-])C1=NN=NN1